2-Methyl-5-nonylbenzene-1,3-diol CC1=C(C=C(C=C1O)CCCCCCCCC)O